CN(CCN(C1=CC=C(C#N)C=C1)C)C 4-((2-(dimethylamino)ethyl)(methyl)amino)benzonitrile